CC(C=CCC(C)=O)CCC=C(C)C 6,10-dimethylundecane-4,9-dien-2-one